C(OC(C1=CC=CC=C1)Cl)(OC1=C(C=C(C=C1OC)C=1NC(=C(N1)C1=CC=CC=C1)C=1SC=CC1)OC)=O Chloro(phenyl)methyl (2,6-dimethoxy-4-(4-phenyl-5-(thiophen-2-yl)-1H-imidazol-2-yl)phenyl) carbonate